dithiocarbonic acid bis(carboxymethyl) ester C(=O)(O)CSC(OCC(=O)O)=S